4-fluoro-2-[6-(5-{[(2S)-1-(1H-tetrazol-1-yl)propan-2-yl]oxy}pyridin-3-yl)imidazo[1,2-b]pyridazin-3-yl]benzonitrile FC1=CC(=C(C#N)C=C1)C1=CN=C2N1N=C(C=C2)C=2C=NC=C(C2)O[C@H](CN2N=NN=C2)C